C1(CC1)N1N=CC(=C1)[C@H]1CN(C[C@H](O1)C)C=1N=C(C2=C(N1)N=C(S2)C(C)C)C2=C(C=C(C=C2)F)F (2S,6R)-2-(1-cyclopropyl-1H-pyrazol-4-yl)-4-(7-(2,4-difluorophenyl)-2-isopropylthiazolo[4,5-d]pyrimidin-5-yl)-6-methylmorpholine